C(CC)(=O)[O-].[NH4+].ClC1=C(C=CC=C1)CC(=O)NC1=CC(=C(C=C1)C=1C=NN(C1)C1CCCC1)S(N)(=O)=O 2-(2-Chlorophenyl)-N-[4-(1-cyclopentyl-1H-pyrazol-4-yl)-3-sulfamoylphenyl]acetamide ammonium propionat